COC1=C(C=CC(=C1)[N+](=O)[O-])N1[NH2+]C(=NN1C1=CC=C(C=C1)[N+](=O)[O-])C1=C(C=C(C=C1)S(=O)(=O)O)S(=O)(=O)O 2-(2-methoxy-4-nitrophenyl)-3-(4-nitrophenyl)-5-(2,4-disulfophenyl)-2H-tetrazolium